F[C@@H]1[C@H](CNCC1)NC1=NC=CC(=N1)C1=CN=C2N1C=CC(=C2)OC N-((3S,4S)-4-fluoropiperidin-3-yl)-4-(7-methoxyimidazo[1,2-a]pyridin-3-yl)pyrimidin-2-amine